C1C2=CC=CC=C2C3=C1C(=CC=C3)C(C(=O)OCC4C5=CC=CC=C5C6=CC=CC=C46)OC(=O)Cl Fmocfluorenylmethyloxycarbonyl chloride